C(C)(C)(C)OC(COC1CC(C1)(F)F)=O 2-(3,3-Difluorocyclobutoxy)acetic acid tert-butyl ester